1,2-epoxy-9-decene C1C(CCCCCCC=C)O1